C(#N)C1=C(C=CC=C1F)N(C(C(=C)C)=O)C N-(2-cyano-3-fluorophenyl)-N-methyl-methacrylamide